C(=O)[O-].C(=O)[O-].[NH4+].[NH4+] ammonium formate, formate salt